ClC1=CC(=C(C=N1)C1=C(C=NC=C1)F)C=O 6-chloro-3'-fluoro-[3,4'-bipyridine]-4-carbaldehyde